3-chloro-4-(((3R,4S)-4-((5-chloropyridin-2-yl)sulfonyl)-3-hydroxy-3-((R)-1-hydroxyethyl)Pyrrolidin-1-yl)sulfonyl)benzonitrile ClC=1C=C(C#N)C=CC1S(=O)(=O)N1C[C@]([C@H](C1)S(=O)(=O)C1=NC=C(C=C1)Cl)([C@@H](C)O)O